(2R,3R)-1-(3-cyano-6-methyl-4-(trifluoromethyl)pyridin-2-yl)-3-fluoro-N-methyl-N-(m-tolyl)pyrrolidine-2-carboxamide C(#N)C=1C(=NC(=CC1C(F)(F)F)C)N1[C@@H]([C@@H](CC1)F)C(=O)N(C=1C=C(C=CC1)C)C